FC(C=1C=C(C=CC1)C1=CC(=CO1)C(=O)NC1=NC(=NS1)CC(C)N1CCCCC1)(F)F 5-(3-(trifluoromethyl)phenyl)-N-(3-(2-(piperidin-1-yl)propyl)-1,2,4-thiadiazol-5-yl)furan-3-carboxamide